FC1CN(CCC1NC1=CC=CC2=C1SC(=C2CC(F)(F)F)I)C 3-fluoro-N-(2-iodo-3-(2,2,2-trifluoroethyl)benzo[b]thiophen-7-yl)-1-methylpiperidin-4-amine